CN(CC\C=C(/CCCC(=O)OC(CC1CC2CCCCC2C1)CC1CC2CCCCC2C1)\CCCC(=O)OC(CCCCCCC)CCCCCCC)C 1-[1,3-bis(octahydro-1H-inden-2-yl)propan-2-yl] 9-pentadecan-8-yl (5Z)-5-[3-(dimethylamino)propylidene]nonanedioate